C[C@@H]1[C@H]([C@@](C(=O)OCC2=CC[N+]3([C@H]2[C@@H](CC3)OC(=O)C1=C)[O-])(C)O)C The molecule is a pyrrolizine alkaloid that is produced by a hybrid species of Jacobaea. It has a role as a Jacobaea metabolite. It is a pyrrolizine alkaloid, a tertiary amine oxide, a tertiary alcohol, a macrocyclic lactone, an olefinic compound and an organic heterotricyclic compound. It derives from a Senecivernine.